ClC=1C=C(C=CC1)S(=O)(=O)N1N=C2C3=C(C(C(C2=C1C)=O)=O)C=CC=C3 2-(3-chlorophenylsulfonyl)-3-methyl-2H-benzo[g]indazole-4,5-dione